Methyl 2-(5-((benzo[d][1,3]dioxol-5-ylamino)methyl)-4H-1,2,4-triazol-3-yl)acetate O1COC2=C1C=CC(=C2)NCC=2NC(=NN2)CC(=O)OC